2,4-Dichloro-6-(trifluoromethyl)nicotinnitrile ClC1=C(C#N)C(=CC(=N1)C(F)(F)F)Cl